cyclohexanen C1=CCCCC1